5,5'-diamino-3,3'-bi-1,2,4-triazole triaminoguanidine salt NN=C(N(N)N)N.NC1=NC(N=N1)=C1N=NC(=N1)N